ClC=1N(C2=C(C(=CC=C2C1SC=1C(=C(C(=O)OCC)C=CC1)F)Cl)F)C=1C=NN(C1)CCC ethyl 3-((2,6-dichloro-7-fluoro-1-(1-propyl-1H-pyrazol-4-yl)-1H-indol-3-yl) thio)-2-fluorobenzoate